(2S)-6-[[(1S,3S)-3-methoxycarbonylcyclohexyl]amino]-2-methyl-5-[(2-phenylacetyl)amino]-3,4-dihydro-2H-quinoline-1-carboxylic acid methyl ester COC(=O)N1[C@H](CCC2=C(C(=CC=C12)N[C@@H]1C[C@H](CCC1)C(=O)OC)NC(CC1=CC=CC=C1)=O)C